zinc phosphorus [P].[Zn]